((tert-butyldimethylsilyloxy)methyl)-5-(methoxymethyl)pyridine [Si](C)(C)(C(C)(C)C)OCC1=NC=C(C=C1)COC